tert-butyl ((S)-5-((S)-2-(6-azidohexanamido)-3-methylbutanamido)-6-((4-(hydroxymethyl)phenyl)amino)-6-oxohexyl)carbamate N(=[N+]=[N-])CCCCCC(=O)N[C@H](C(=O)N[C@@H](CCCCNC(OC(C)(C)C)=O)C(=O)NC1=CC=C(C=C1)CO)C(C)C